[Cl-].[Na+].[Na+].[Cl-] di-sodium chloride